C1(CCC1)CNCC=1C=CC=2N(C1)C=C(N2)CN2C(C1=CN=C(C=C1C=C2)NC)=O 2-[(6-{[(cyclobutylmethyl)amino]methyl}imidazo[1,2-a]pyridin-2-yl)methyl]-6-(methylamino)-1,2-dihydro-2,7-naphthyridin-1-one